NC1=NC=2C=CC=C(C2C2=C1N=C(N2CC(C)C)COCC)OCCC(C)(O)C 4-[4-amino-2-(ethoxymethyl)-1-isobutyl-imidazo[4,5-c]quinolin-9-yl]oxy-2-methyl-2-butanol